C1(CCCCC1)\C(=C(/C=1C=C2C=NNC2=CC1)\C1=CC=C(C=C1)/C=C/C(=O)O)\C1=CC=CC=C1 (E)-3-(4-((E)-2-cyclohexyl-1-(1H-indazol-5-yl)-2-phenylvinyl)phenyl)acrylic acid